N-[(1R)-1-[[(1S)-3-hydroxy-2-oxo-1-[[(3S)-2-oxopyrrolidin-3-yl]methyl]propyl]carbamoyl]-3-methyl-butyl]-4-methoxy-1H-indole-2-carboxamide OCC([C@H](C[C@H]1C(NCC1)=O)NC(=O)[C@@H](CC(C)C)NC(=O)C=1NC2=CC=CC(=C2C1)OC)=O